FC(C=1C(=NNC1)C(=N)C1=NNC=C1C(F)(F)F)(F)F di-(4-trifluoromethyl-pyrazol-yl)methanimine